4-(6-(2-hydroxy-5-nitrobenzoyl)pyrazolo[1,5-a]pyrimidin-2-yl)benzoic acid methyl ester COC(C1=CC=C(C=C1)C1=NN2C(N=CC(=C2)C(C2=C(C=CC(=C2)[N+](=O)[O-])O)=O)=C1)=O